FC1=C(C=C(C(=C1)N1C[C@H](N([C@H](C1)C)C)C)NC(=O)C1=CNC(C=C1C(F)(F)F)=O)C=1CN(CC1)C(=O)OC(C)C propan-2-yl 3-[2-fluoro-5-[[6-oxo-4-(trifluoromethyl)-1H-pyridine-3-carbonyl]amino]-4-[(3R,5S)-3,4,5-trimethylpiperazin-1-yl]phenyl]-2,5-dihydropyrrole-1-carboxylate